C(C1=CC=CC=C1)(=O)OC1=CC=C(C=C1)B(O)O 4-(benzoyloxy)phenylboronic acid